C(C1=CC=CC=C1)N1N=CC(=C1)C1=CC=C(C=C1)CCCC(=O)NC=1C=NC=CC1 4-(4-(1-benzyl-1H-pyrazol-4-yl)phenyl)-N-(pyridin-3-yl)butanamide